C(C)(C)(C(C)C)[Pb] theXYl-Z-lead